FC1=C(C=CC(=C1)C(F)(F)F)S(=O)(=O)N1CC(CC1)(O)CO 1-((2-fluoro-4-(trifluoromethyl)phenyl)sulfonyl)-3-(hydroxymethyl)pyrrolidin-3-ol